Pentanolat C(CCCC)[O-]